3-Fluoro-4-methoxy-6-(4,4,5,5-tetramethyl-1,3,2-dioxaborolan-2-yl)pyrazolo[1,5-a]pyridine FC=1C=NN2C1C(=CC(=C2)B2OC(C(O2)(C)C)(C)C)OC